2-(2-isopropylpyridin-3-yl)-9-(4-(3-(1-methylpiperidin-4-yl)-1H-pyrazol-1-yl)benzyl)-7,9-dihydro-8H-purin-8-one C(C)(C)C1=NC=CC=C1C1=NC=C2NC(N(C2=N1)CC1=CC=C(C=C1)N1N=C(C=C1)C1CCN(CC1)C)=O